NC1=C2C(=C3C(=N1)C=C(S3)C)N(C(=N2)CCCC)CC2CCN(CC2)CCOCCOCCOCCOCCOCCOCCOCCOCCNC(=O)OC(C)(C)C tert-butyl [(26-{4-[(4-amino-2-butyl-7-methylthieno[3,2-b]imidazo[4,5-d]pyridin-1-yl)methyl]hexahydropyridin-1-yl}-3,6,9,12,15,18,21,24-octaoxahexacosan-1-yl)amino]carboxylate